CCCC(=O)NC1=C2C(=NC=N1)N(C=N2)[C@H]3[C@@H]([C@H]4[C@H](O3)COP(=O)(O4)O)O The molecule is a 3',5'-cyclic purine nucleotide that is 3',5'-cyclic AMP in which the exocyclic amino group on the purine fragment is carrying a butyryl substituent. It has a role as a protein kinase agonist. It is a 3',5'-cyclic purine nucleotide, an adenyl ribonucleotide and a member of butanamides. It derives from a 3',5'-cyclic AMP.